butyl (2S)-2-[({4-[3-(3-chloro-5-fluoro-2-methoxyanilino)-4-oxo-4,5,6,7-tetrahydro-1H-pyrrolo[3,2-c]pyridin-2-yl]pyridin-3-yl}oxy)methyl]morpholine-4-carboxylate ClC=1C(=C(NC2=C(NC3=C2C(NCC3)=O)C3=C(C=NC=C3)OC[C@@H]3CN(CCO3)C(=O)OCCCC)C=C(C1)F)OC